ethyl 2-(3,3-difluoro-1-hydroxy-cyclobutyl)acetate FC1(CC(C1)(O)CC(=O)OCC)F